[F-].[F-].[F-].[Mn+2].[K+] potassium-manganese (II) trifluoride